(2-(4-methylcyclohex-3-en-1-yl)propan-2-yl)(octyl)sulfane CC1=CCC(CC1)C(C)(C)SCCCCCCCC